bis(4-amino-3-ethyl-cyclohexyl)-methane NC1C(CC(CC1)CC1CC(C(CC1)N)CC)CC